BrC=1C(=NC(=NC1)NC1=CC=C2C(=N1)C=NN2C)NC2=C(C=CC=C2)S(=O)(=O)C(C)C 5-bromo-N4-(2-isopropylsulfonylphenyl)-N2-(1-methylpyrazolo[4,5-b]pyridin-5-yl)pyrimidine-2,4-diamine